(Z)-1-(5-chloro-3-(5-methyl-2-(trifluoromethyl)phenyl)-4-oxothiazolidin-2-ylidene)-3-(2-fluoro-4-(1-(4-(trifluoromethoxy)phenyl)-1H-1,2,4-triazol-3-yl)phenyl)urea ClC1C(N(/C(/S1)=N/C(=O)NC1=C(C=C(C=C1)C1=NN(C=N1)C1=CC=C(C=C1)OC(F)(F)F)F)C1=C(C=CC(=C1)C)C(F)(F)F)=O